tert-butyl 4-[(1r,3r)-3-{4-[2-(2,6-dioxopiperidin-3-yl)-4-fluoro-7-methyl-1-oxo-3H-isoindol-5-yl]piperidin-1-yl}cyclobutoxy]piperidine-1-carboxylate O=C1NC(CC[C@H]1N1C(C2=C(C=C(C(=C2C1)F)C1CCN(CC1)C1CC(C1)OC1CCN(CC1)C(=O)OC(C)(C)C)C)=O)=O